ClCCC=1C=C2CN(C(C2=CC1)=O)C1C(NC(CC1)=O)=O 3-[5-(2-chloroethyl)-1-oxo-isoindolin-2-yl]piperidine-2,6-dione